BrC=1C(=C(C=CC1)C1=CC=C(C(=N1)OC)CN(C(OC(C)(C)C)=O)CCO)Cl tert-Butyl ((6-(3-bromo-2-chlorophenyl)-2-methoxypyridin-3-yl)methyl)(2-hydroxyethyl)carbamate